FC1(CC1)C(=O)N1CC2(C1)C[C@@H](CC2)N2CCC(CC2)C2=C(C=CC=C2)OCC=2SC(=NN2)C (R)-(1-fluorocyclopropyl)(6-(4-(2-((5-methyl-1,3,4-thiadiazol-2-yl)methoxy)phenyl)piperidin-1-yl)-2-azaspiro[3.4]octan-2-yl)methanone